Cl.N1CCC(CC1)C(C)=O 1-(4-piperidyl)ethanone hydrochloride